N1C=CC2=CC(=CC=C12)CNCCCNC1=CC=NC2=CC(=CC=C12)Cl N1-((1H-Indol-5-yl)methyl)-N3-(7-chloroquinolin-4-yl)propane-1,3-diamine